OC=1C(C=CC=C(C1)C1=NC(=NC=C1)OC)=O 2-hydroxy-4-(2-methoxypyrimidin-4-yl)cyclohepta-2,4,6-trien-1-one